2-fluoro-3-(4-methylpiperazin-1-yl)-6-nitrophenol FC1=C(C(=CC=C1N1CCN(CC1)C)[N+](=O)[O-])O